C(=CC1=CC=CC=C1)C1=NC(=NC=N1)C=CC1=CC=CC=C1 Distyryl-1,3,5-triazin